Dimethylolethylene C(O)C=CCO